ClC1=CC=C(C=C1)C1=CC=2C3=C(C=NC2C=C1)N(C(N3C=3C(=CC(=C(C#N)C3)N3CCN(CC3)CCO)C)=N)C 5-(8-(4-Chlorophenyl)-2-imino-3-methyl-2,3-dihydro-1H-imidazo[4,5-c]quinolin-1-yl)-2-(4-(2-hydroxyethyl)piperazin-1-yl)-4-methylbenzonitrile